(1R,4R,7R)-2-(7-methoxy-2-{1-methyl-1H-pyrrolo[2,3-b]pyridin-2-yl}-1-{[1-(pyrimidin-2-yl)azetidin-3-yl]methyl}-1H-1,3-benzodiazole-5-carbonyl)-2-azabicyclo[2.2.1]heptan-7-amine COC1=CC(=CC2=C1N(C(=N2)C2=CC=1C(=NC=CC1)N2C)CC2CN(C2)C2=NC=CC=N2)C(=O)N2[C@@H]1CC[C@H](C2)[C@H]1N